(R)-3-hydroxy-4-(4-((1-(2-hydroxyethyl)piperidin-3-yl)amino)phthalazin-1-yl)benzonitrile OC=1C=C(C#N)C=CC1C1=NN=C(C2=CC=CC=C12)N[C@H]1CN(CCC1)CCO